ClC1=CC=C(C=C1)COC1=CC(N(C=C1)C1=CC=2C=C3N(C2C=C1)CCN(CC3)C(C)C)=O 4-[(4-chloro-phenyl)methoxy]-1-[3-(propan-2-yl)-1H,2H,3H,4H,5H-[1,4]diazepino[1,7-a]indol-9-yl]-1,2-dihydropyridin-2-one